4-(3,5-dimethyl-1-{[2-(trimethylsilyl)ethoxy]methyl}-1H-pyrazol-4-yl)-7-fluoro-1,3-benzothiazole CC1=NN(C(=C1C1=CC=C(C2=C1N=CS2)F)C)COCC[Si](C)(C)C